tert-butyl (1R,4R,5S)-5-((7-bromo-8-fluoro-3-(1-hydroxyethyl)-6-methyl-2-(methylthio)quinolin-4-yl)amino)-2-azabicyclo[2.1.1]hexane-2-carboxylate BrC1=C(C=C2C(=C(C(=NC2=C1F)SC)C(C)O)N[C@H]1[C@H]2CN([C@@H]1C2)C(=O)OC(C)(C)C)C